BrCCCCCC\C=C/CCC(OC)OC(CC\C=C/CCCCCCBr)OC (3Z)-10-bromo-3-decenylmethoxymethyl ether